C(#N)C1=CC=C(C=C1)NC(=O)C1(COC1)C1=CC=C(C=C1)C=1C=NC(=CC1CO)C(F)(F)F N-(4-cyanophenyl)-3-(4-(4-(hydroxymethyl)-6-(trifluoromethyl)pyridin-3-yl)phenyl)oxetane-3-carboxamide